(±)-1,7,7-trimethylbicyclo[2.2.1]heptan-2-one CC12C(CC(CC1)C2(C)C)=O